FC1=C(C(=C(C(=C1CC(=O)[O-])F)F)F)F.[La+3].FC1=C(C(=C(C(=C1CC(=O)[O-])F)F)F)F.FC1=C(C(=C(C(=C1CC(=O)[O-])F)F)F)F lanthanum pentafluorophenylacetate